C[C@@H]1C[C@H]2[C@@H]3CCC4=CC(=O)C=C[C@@]4([C@]3([C@H](C[C@@]2([C@]1(C(=O)CO)O)C)O)F)C The molecule is a fluorinated steroid that is 9-fluoropregna-1,4-diene substituted by hydroxy groups at positions 11, 17 and 21, a methyl group at position 16 and oxo groups at positions 3 and 20. It is a synthetic member of the class of glucocorticoids. It has a role as an adrenergic agent, an antiemetic, an antineoplastic agent, an environmental contaminant, a xenobiotic, an immunosuppressive agent and an anti-inflammatory drug. It is a fluorinated steroid, a 3-oxo-Delta(1),Delta(4)-steroid, a glucocorticoid, a 20-oxo steroid, an 11beta-hydroxy steroid, a 17alpha-hydroxy steroid and a 21-hydroxy steroid. It derives from a hydride of a pregnane.